CCCCCCCCCCCCC1=CC(=CC=C1)S(=O)(=O)O.C(CO)N(CCO)CCO dodecylbenzenesulfonic acid triethanolamine salt